OC1=C(C=CC=C1OC)C=1NC=CN1 2-(2-hydroxy-3-methoxyphenyl)-imidazole